azetidin-3-yl (1s,3s)-3-((6-(5-(6-methylpyridin-2-yl)-1H-imidazol-4-yl)quinolin-3-yl)amino)cyclobutane-1-carboxylate CC1=CC=CC(=N1)C1=C(N=CN1)C=1C=C2C=C(C=NC2=CC1)NC1CC(C1)C(=O)OC1CNC1